2-[4-(3-aminoazetidin-1-yl)pyrimidin-2-yl]-N-{4-[4-(morpholin-4-yl)-7H-pyrrolo[2,3-d]pyrimidin-6-yl]phenyl}acetamide NC1CN(C1)C1=NC(=NC=C1)CC(=O)NC1=CC=C(C=C1)C1=CC2=C(N=CN=C2N2CCOCC2)N1